1-(4-benzyl-3-methylphenyl)-3-phenyl-1,3,5-triazinane-2,4,6-trione C(C1=CC=CC=C1)C1=C(C=C(C=C1)N1C(N(C(NC1=O)=O)C1=CC=CC=C1)=O)C